3-Chloro-pyridine-2-carboxylic acid {1-[5-(7-fluoro-1-methyl-2-oxo-1,2,3,4-tetrahydro-quinolin-6-yl)-pyridin-3-yl]-cyclopropyl}-amide FC1=C(C=C2CCC(N(C2=C1)C)=O)C=1C=C(C=NC1)C1(CC1)NC(=O)C1=NC=CC=C1Cl